CN1CCN(CC1)CC(=O)NC=1SC=C(N1)C1=CC(=CC=C1)NS(=O)(=O)C1=CC=C(C=C1)CCCCC 2-(4-methylpiperazin-1-yl)-N-(4-(3-((4-pentylphenyl)sulfonamido)phenyl)thiazol-2-yl)acetamide